C(CSSCCC(C(=O)[O-])[NH3+])C(C(=O)[O-])[NH3+] The molecule is dizwitterionic form of homocystine arising from transfer of two protons from the carboxy to the amino groups; major species at pH 7.3. It has a role as a human metabolite. It is a tautomer of a homocystine.